[Si](C)(C)(C(C)(C)C)OC(CC#C)C1=CC(=NC(=C1)N1N=C(C=C1)C)NC1CCC(CC1)(F)F 4-(1-((tert-butyldimethylsilyl)oxy)but-3-yn-1-yl)-N-(4,4-difluorocyclohexyl)-6-(3-methyl-1H-pyrazol-1-yl)pyridin-2-amine